2-butoxy-6-chloro-N4,N4-bis(4-methoxybenzyl)pyrimidin-4,5-diamine C(CCC)OC1=NC(=C(C(=N1)N(CC1=CC=C(C=C1)OC)CC1=CC=C(C=C1)OC)N)Cl